N-(3-fluoro-4-((3-((1-hydroxy-3-methoxypropan-2-yl)amino)-1H-pyrazolo[3,4-b]pyridin-4-yl)oxy)phenyl)-2-(4-fluorophenyl)-3-oxo-2,3-dihydropyridazine-4-carboxamide FC=1C=C(C=CC1OC1=C2C(=NC=C1)NN=C2NC(CO)COC)NC(=O)C=2C(N(N=CC2)C2=CC=C(C=C2)F)=O